1-benzyl-4-hydroxy-5-isopropyl-9-methoxy-8-(3-methoxypropoxy)-2-oxo-1,2,5,6-tetrahydrobenzo[h]quinoline-3-carboxylic acid C(C1=CC=CC=C1)N1C(C(=C(C=2C(CC3=C(C12)C=C(C(=C3)OCCCOC)OC)C(C)C)O)C(=O)O)=O